C(O[C@@H]1CN(C(C1)=O)C(C)C)(OC1=CC=C(C=C1)[N+](=O)[O-])=O [(3S)-1-isopropyl-5-oxo-pyrrolidin-3-yl] (4-nitrophenyl) carbonate